C(CCCC)C1=CC=C(C=CCNC=2C(C(=O)O)=CC=CC2)C=C1 N-(p-amyl-cinnamyl)anthranilic acid